Methyl 2-((1R,3R)-3-((2S,3S)-N-hexyl-3-methyl-2-((R)-1-methylpiperidine-2-carboxamido)pentanamido)-1-hydroxy-4-methylpentyl)thiazole-4-carboxylate C(CCCCC)N(C([C@H]([C@H](CC)C)NC(=O)[C@@H]1N(CCCC1)C)=O)[C@H](C[C@@H](O)C=1SC=C(N1)C(=O)OC)C(C)C